1,1-dimethylethyl {(1R)-1-methyl-3-[(2-methylpropyl)amino]propyl}carbamate C[C@H](CCNCC(C)C)NC(OC(C)(C)C)=O